5-((4-(4-((1-(4-((2,6-dioxopiperidin-3-yl)amino)-3-fluorophenyl)piperidin-4-yl)methyl)piperazin-1-yl)-3-fluorophenyl)amino)-3-morpholinyl-1,2,4-triazine-6-carboxamide O=C1NC(CCC1NC1=C(C=C(C=C1)N1CCC(CC1)CN1CCN(CC1)C1=C(C=C(C=C1)NC=1N=C(N=NC1C(=O)N)N1CCOCC1)F)F)=O